CC(CC)CCCCCCCCCCCCCCC 3-methyl-octadecane